1,4-diisocyanato-2,3,5,6-tetramethylbenzene N(=C=O)C1=C(C(=C(C(=C1C)C)N=C=O)C)C